C(C)(C)(C)OC(C(=C)CN(CC=1C=C2CN(C(C2=CC1)=O)C1C(NC(CC1)=O)=O)C(NC1=CC(=C(C=C1)C)Cl)=O)=O.C1=C(C=CC2=CC=CC=C12)C[SH+]CCC(=O)OCC 2-naphthylmethyl-(1-ethoxycarbonyl)ethylsulfonium tert-butyl-2-[[(3-chloro-4-methyl-phenyl)carbamoyl-[[2-(2,6-dioxo-3-piperidyl)-1-oxo-isoindolin-5-yl]methyl]amino]methyl]prop-2-enoate